3-((trimethylsilyl)ethynyl)aniline C[Si](C)(C)C#CC=1C=C(N)C=CC1